3-(6-(3-hydroxypropyl)-1-oxoisoindolin-2-yl)piperidine-2,6-dione OCCCC1=CC=C2CN(C(C2=C1)=O)C1C(NC(CC1)=O)=O